2-(((2-oxo-1-(3-(trifluoromethyl)-6,7,8,9-tetrahydropyrido[3,2-b]indolizin-7-yl)pyrrolidin-3-yl)oxy)methyl)azetidin O=C1N(CCC1OCC1NCC1)C1CCN2C3=C(C=C2C1)C=C(C=N3)C(F)(F)F